C(CCCCCCC\C=C/CCCCCCCC)[N+](CCO)(CCO)[O-] oleyl-di(2-hydroxyethyl)amine oxide